ClC=1C=NC(=C2C(C=C(N(C12)C1=C(C=CC=C1Cl)Cl)C)=O)C(CO)O 8-chloro-1-(2,6-dichlorophenyl)-5-(1,2-dihydroxyethyl)-2-methyl-1,6-naphthyridin-4(1H)-one